N-(3-(N-(4-chlorophenyl)sulfamoyl)-4-methoxyphenyl)-3-methyl-6-phenylpicolinamide ClC1=CC=C(C=C1)NS(=O)(=O)C=1C=C(C=CC1OC)NC(C1=NC(=CC=C1C)C1=CC=CC=C1)=O